S-METHYL-GLUTATHIONE CSC[C@H](NC(CC[C@H](N)C(=O)O)=O)C(=O)NCC(=O)O